C1(CCC1)OC=1C=C2C(=NNC(C2=CC1)=O)CC1=CC(=C(C=C1)F)C(=O)N1CCN(CC1)C1=NC=C(C=N1)C1CC1 6-Cyclobutoxy-4-(3-(4-(5-cyclopropylpyrimidin-2-yl)piperazine-1-carbonyl)-4-fluorobenzyl)phthalazin-1(2H)-one